N-(2-(1-Benzylpiperidin-4-yl)ethyl)-4-(2-(cyclopropanecarboxamido)pyridin-4-yl)-3-nitrobenzamide C(C1=CC=CC=C1)N1CCC(CC1)CCNC(C1=CC(=C(C=C1)C1=CC(=NC=C1)NC(=O)C1CC1)[N+](=O)[O-])=O